Cl.NC1=C(C=2N(C=C1)N=CC2C(=O)OC)OC methyl 5-amino-4-methoxy-pyrazolo[1,5-a]pyridine-3-carboxylate hydrochloride